(R)-2-(1,1-dimethylbutylamino)-1-(m-fluorophenyl)-1-ethanol CC(CCC)(C)NC[C@H](O)C1=CC(=CC=C1)F